bis{3,4,6-trichloro-2-[(2-phenylethoxy) carbonyl] phenyl}oxalate ClC=1C(=C(C(=CC1Cl)Cl)OC(C(=O)OC1=C(C(=C(C=C1Cl)Cl)Cl)C(=O)OCCC1=CC=CC=C1)=O)C(=O)OCCC1=CC=CC=C1